C1(CC1)C(=O)C=1CC(=C(NC1C1CC1)C1CC1)C(=O)[O-] 5-(cyclopropanecarbonyl)-2,6-dicyclopropyl-1,4-dihydropyridine-3-carboxylate